CC1=C(C(=O)NC2(CC2)C2=C3C=CC=NC3=CC(=C2)C=2SC(=CC2)C(=O)N2CCCC2)C=C(C=C1)OCC1N(CC1)C 2-Methyl-5-((1-methylazetidin-2-yl)methoxy)-N-(1-(7-(5-(pyrrolidine-1-carbonyl)thiophen-2-yl)quinolin-5-yl)cyclopropyl)benzamide